CC1(OB(OC1(C)C)C1=CC=C(C=C1)NS(=O)(=O)C)C N-(4-(4,4,5,5-tetramethyl-1,3,2-dioxaborolan-2-yl)phenyl)methanesulfonamide